p-bromocinnamic acid C1=CC(=CC=C1/C=C/C(=O)O)Br